8-(1-aminoethyl)-2-(3-azabicyclo[3.1.0]hexan-3-yl)-3-ethyl-quinazolin-4-one NC(C)C=1C=CC=C2C(N(C(=NC12)N1CC2CC2C1)CC)=O